[(1S)-2-amino-1-[[(3R)-5,5-dimethyl-2-oxo-pyrrolidin-3-yl]methyl]-2-oxo-ethyl]-6-(4-methoxy-1H-indole-2-carbonyl)-6-azaspiro[3.4]octane-7-carboxamide NC([C@@H](C[C@H]1C(NC(C1)(C)C)=O)C1CCC12CN(C(C2)C(=O)N)C(=O)C=2NC1=CC=CC(=C1C2)OC)=O